(2S,4S)-tert-butyl-4-(((((9H-fluoren-9-yl)methoxy)carbonyl)amino)methyl)-2-((6-bromopyridin-2-yl)carbamoyl)pyrrolidine C(C)(C)(C)N1[C@@H](C[C@H](C1)CNC(=O)OCC1C2=CC=CC=C2C=2C=CC=CC12)C(NC1=NC(=CC=C1)Br)=O